N-{4-[(1S,3S)-3-butyl-6-methoxy-2-[3-(trimethylsilyl)prop-2-ynoyl]-1,2,3,4-tetrahydroisoquinolin-1-yl]phenyl}-2-methylpyridine-4-carboxamide C(CCC)[C@@H]1N([C@H](C2=CC=C(C=C2C1)OC)C1=CC=C(C=C1)NC(=O)C1=CC(=NC=C1)C)C(C#C[Si](C)(C)C)=O